(R)-(+)-4-methyl-4-(trichloromethyl)-2-oxetanone C[C@@]1(CC(=O)O1)C(Cl)(Cl)Cl